N1(CCCCC1)N[C@@H](C)C(=O)O N-piperidinyl-alanine